2,2-bis(3-carbamoyl-4-hydroxyphenyl)hexafluoropropane C(N)(=O)C=1C=C(C=CC1O)C(C(F)(F)F)(C(F)(F)F)C1=CC(=C(C=C1)O)C(N)=O